ClCC(=O)N1[C@@H](C2=CC=CC=C2C[C@@H]1C(=O)OC)C1=CC=C(C=C1)C(=O)OC methyl (1R,3R)-2-(2-chloroacetyl)-1-(4-(methoxycarbonyl)phenyl)-1,2,3,4-tetrahydroisoquinoline-3-carboxylate